3-(tripropoxysilyl)propyl-n-dodecyldimethyl-ammonium chloride [Cl-].C(CC)O[Si](CCC[N+](C)(C)CCCCCCCCCCCC)(OCCC)OCCC